4,8-bis(2-ethylhexyloxy)benzo[1,2-b:4,5-b']dithiophen C(C)C(COC1=C2C(SC=C2)=C(C2=C1SC=C2)OCC(CCCC)CC)CCCC